CN(CCOCCOC=1C=C2C(=CC=NC2=CC1)C(=O)O)C 6-(2-(2-(dimethylamino)ethoxy)ethoxy)quinoline-4-carboxylic acid